CC1=CC=C(C(C2=CC=CC=C2)(C2=CC=CC=C2)NCCC[C@H](N)C(=O)O)C=C1 (N5-4-methyltrityl)-L-ornithine